((2-((4-chloro-2-(hydroxymethyl)phenoxy)methyl)pyridin-4-yl)oxy)piperidine-1-carboxylic acid tert-butyl ester C(C)(C)(C)OC(=O)N1C(CCCC1)OC1=CC(=NC=C1)COC1=C(C=C(C=C1)Cl)CO